Cl(=O)(=O)(=O)[O-].[Ag+] silver(I) perchlorate